3-trans-6-chloro-N-(4-(2-(4-chlorophenoxy)acetamido)cyclohexyl)-4-ethyl-3,4-dihydro-2H-benzo[b][1,4]oxazine-2-carboxamide ClC1=CC2=C(OC(CN2CC)C(=O)NC2CCC(CC2)NC(COC2=CC=C(C=C2)Cl)=O)C=C1